N1C[C@H](CCC1)C1=CC=C(C(=O)OCC)C=C1 |r| rac-Ethyl 4-(piperidin-3-yl)benzoate